vinyl formate sodium salt [Na].C(=O)OC=C